C(=C)CCCN1COC=C1 N-vinylpropyloxazoline